methyl 2-(4-(6-((4-cyano-2-fluorobenzyl) oxy) pyridin-2-yl)-2-fluorobenzyl)-1-(oxolan-2-ylmethyl)-1H-thieno[2,3-d]imidazole-5-carboxylate C(#N)C1=CC(=C(COC2=CC=CC(=N2)C2=CC(=C(CC=3N(C4=C(N3)SC(=C4)C(=O)OC)CC4OCCC4)C=C2)F)C=C1)F